tert-Butyl rac-(3S)-6-(4,4-difluorocyclohexen-1-yl)-3-methyl-3,4-dihydro-2H-pyridine-1-carboxylate FC1(CC=C(CC1)C1=CC[C@@H](CN1C(=O)OC(C)(C)C)C)F |r|